N1C(=NC2=C1C=CC=C2)N2CCN(CC2)C(=O)C2=CC=C(C=C2)C2=NC1=C(N2)C=CC=C1C(=O)N 2-(4-(4-(1H-benzo[d]imidazol-2-yl)piperazine-1-carbonyl)phenyl)-1H-benzo[d]imidazole-4-carboxamide